tert-butyl (6R)-2-(4-chlorophenyl)-6-methyl-6,7-dihydropyrazolo[1,5-a]pyrazine-5(4H)-carboxylate ClC1=CC=C(C=C1)C1=NN2C(CN([C@@H](C2)C)C(=O)OC(C)(C)C)=C1